CC(CO)(C)N1N=CC2=C(C=CC=C12)[N+](=O)[O-] 2-methyl-2-(4-nitroindazol-1-yl)propan-1-ol